C(CCC(=O)O)(=O)O.N[C@@H](CC1=CNC=N1)C(=O)O histidine succinate